CC1=CC=CC=2N=NN(C(C21)=O)CC(=O)O 2-(5-methyl-4-oxo-benzo[d][1,2,3]triazin-3(4H)-yl)acetic acid